C(C)(=O)N1N=C(CCC1=O)C 2-acetyl-6-methyl-4,5-dihydropyridazin-3(2H)-one